N-(1-(4,4-difluoropiperidin-1-yl)-6,7-dihydro-5H-cyclopenta[c]pyridin-3-yl)-4-((2-hydroxyethyl)sulfonylamino)-2-(6-azaspiro[2.5]oct-6-yl)benzamide FC1(CCN(CC1)C1=NC(=CC2=C1CCC2)NC(C2=C(C=C(C=C2)NS(=O)(=O)CCO)N2CCC1(CC1)CC2)=O)F